tert-butyl 8-(4-cyanophenyl)-1,3,4,5-tetrahydro-2H-pyrido[4,3-b]indole-2-carboxylate C(#N)C1=CC=C(C=C1)C1=CC=2C3=C(NC2C=C1)CCN(C3)C(=O)OC(C)(C)C